3-(4-(3,8-Diazabicyclo[3.2.1]octan-3-yl)-2-((tetrahydro-1H-pyrrolizin-7a(5H)-yl)methoxy)-5,8-dihydropyrido[3,4-d]pyrimidin-7(6H)-yl)-5-chloro-4-(trifluoromethyl)phenol C12CN(CC(CC1)N2)C=2C1=C(N=C(N2)OCC23CCCN3CCC2)CN(CC1)C=1C=C(C=C(C1C(F)(F)F)Cl)O